(5-(difluoromethoxy)-2-methylpyridin-3-yl)-3-(2-hydroxy-2-methylpropyl)-N-(3-methyl-1,1-dioxidothietan-3-yl)-1H-pyrazolo[3,4-b]pyridine-5-carboxamide FC(OC=1C=C(C(=NC1)C)N1N=C(C=2C1=NC=C(C2)C(=O)NC2(CS(C2)(=O)=O)C)CC(C)(C)O)F